NC1=NN(C=C1C=1C=C2CCNC(C2=CC1)=O)C=1C=CC(=C(C1)NC(C=C)=O)C N-(5-(3-amino-4-(1-oxo-1,2,3,4-tetrahydroisoquinolin-6-yl)-1H-pyrazol-1-yl)-2-methylphenyl)acrylamide